8-(6,7-dihydroxy-1,2,3,4-tetrahydroisoquinolin-1-yl)octanoic acid OC=1C=C2CCNC(C2=CC1O)CCCCCCCC(=O)O